CN(C(/C=C/CN(C(OC(C)(C)C)=O)CCOC1=CC=C(C=C1)I)=O)C (E)-tert-butyl (4-(dimethylamino)-4-oxobut-2-en-1-yl)(2-(4-iodophenoxy)ethyl)-carbamate